phenacylphenylketone C(C(=O)C1=CC=CC=C1)C(=O)C1=CC=CC=C1